(2R,3R,4S,5R)-2-(4-amino-5-iodo-7H-pyrrolo[2,3-d]pyrimidin-7-yl)-5-((R)-bicyclo[4.2.0]octa-1(6),2,4-trien-3-yl(hydroxy)methyl)tetrahydrofuran-3,4-diol NC=1C2=C(N=CN1)N(C=C2I)[C@@H]2O[C@@H]([C@H]([C@H]2O)O)[C@H](O)C2=CC=1CCC1C=C2